C1(CC1)C(C(C)(C)O)N1CC2=CC=CC(=C2C1=O)NC(=O)C1=C2C(=NC=C1C)OCO2 N-(2-(1-Cyclopropyl-2-hydroxy-2-methylpropyl)-3-oxoisoindolin-4-yl)-6-methyl-[1,3]dioxolo[4,5-b]pyridine-7-carboxamide